C(CCC)C1=CC=C(C=C1)CC(C=O)C 3-(4-n-butylphenyl)-2-methylpropionaldehyde